5-(4,4,5,5-tetramethyl-1,3,2-dioxaborolan-2-yl)-2,3-dihydrobenzo[b]thiepin-8-yl pivalate C(C(C)(C)C)(=O)OC=1C=CC2=C(SCCC=C2B2OC(C(O2)(C)C)(C)C)C1